2-(4-fluoro-2-methylbenzyl)-N-(2-methoxypyridin-4-yl)-4-(trifluoromethyl)benzamide FC1=CC(=C(CC2=C(C(=O)NC3=CC(=NC=C3)OC)C=CC(=C2)C(F)(F)F)C=C1)C